2-(2-aminoethoxy)acetic acid NCCOCC(=O)O